C(CCC)(=O)O[O-].[K+] potassium peroxybutyrate